FC(OC1=C(C=C(C=C1)C=CC(=O)C1=CC=C(C=C1)O)OCC)F 3-[4-(Difluoromethoxy)-3-ethoxyphenyl]-1-(4-hydroxyphenyl)prop-2-en-1-one